The molecule is a member of the class of hydroxyindoles that is the N-feruloyl derivative of serotonin. It has a role as a plant metabolite. It is a member of hydroxyindoles, a member of cinnamamides, a member of phenols, an aromatic ether and a secondary carboxamide. It derives from a ferulic acid. COC1=C(C=CC(=C1)/C=C/C(=O)NCCC2=CNC3=C2C=C(C=C3)O)O